2-AMINO-5-PHENYLNICOTINALDEHYDE NC1=C(C=O)C=C(C=N1)C1=CC=CC=C1